2-N-[2-(4-formylcyclohexyl)-6-methoxy-3-methyl-benzimidazol-5-yl]-6-(trifluoromethyl)pyridine-2-carboxamide C(=O)C1CCC(CC1)C=1N(C2=C(N1)C=C(C(=C2)NC(=O)C2=NC(=CC=C2)C(F)(F)F)OC)C